iron silicate lithium [Li+].[Si]([O-])([O-])([O-])O.[Fe+2]